C1NCC12C[C@@H](CC2)N2CCC(CC2)C2=C(OCC(C)(O)C)C=C(C=C2)F (R)-1-(2-(1-(2-azaspiro[3.4]octan-6-yl)piperidin-4-yl)-5-fluorophenoxy)-2-methylpropan-2-ol